(6R)-6-{[7-chloro-2-(4-fluorophenyl)[1,2,4]triazolo[1,5-c]quinazolin-5-yl]amino}-1,4-diazepan-5-one ClC1=CC=CC=2C=3N(C(=NC12)N[C@H]1C(NCCNC1)=O)N=C(N3)C3=CC=C(C=C3)F